FC(CN1C(C2=CC=CC(=C2C=C1)[C@@H](C=1N=NN(C1)C1(CC1)C(F)(F)F)NC=1C=C2C(=C(C=NC2=C(C1)C#N)C#N)NCC(C)(C)C)=O)F (S)-6-(((2-(2,2-difluoroethyl)-1-oxo-1,2-dihydroisoquinolin-5-yl)(1-(1-(trifluoromethyl)cyclopropyl)-1H-1,2,3-triazol-4-yl)methyl)amino)-4-(neopentylamino)quinoline-3,8-dicarbonitrile